(4-methyl-4H-1,2,4-triazol-3-yl)piperidin-3-amine CN1C(=NN=C1)N1CC(CCC1)N